C(C=C)(=O)N1CCN(CC1)C1=NC(N2C3=C(C(=C(C=C13)Cl)C1=C(C=C(C=C1)F)F)SCC(C2)OC)=O 8-(4-acryloylpiperazin-1-yl)-10-chloro-11-(2,4-difluorophenyl)-3-methoxy-3,4-dihydro-2H,6H-[1,4]thiazepino[2,3,4-ij]quinazolin-6-one